ethyl 4-(1-(4-chlorophenyl) ethoxy)-5-(methylcarbamoyl)-1H-pyrrole-2-carboxylate ClC1=CC=C(C=C1)C(C)OC=1C=C(NC1C(NC)=O)C(=O)OCC